38,45,48-trioxo-2,5,8,11,14,17,20,23,26,29,32,35-dodecaoxa-39,46,49-triazadopentacontan-52-oic acid O=C(CCOCCOCCOCCOCCOCCOCCOCCOCCOCCOCCOCCOC)NCCCCCC(NCC(NCCC(=O)O)=O)=O